COC(=O)C=1N=C(SC1NC(=O)OC(C)(C)C)C1=CC(=CC=C1)[Si](C)(C)C 5-((tert-butoxycarbonyl)amino)-2-(3-(trimethylsilyl)phenyl)thiazole-4-carboxylic acid methyl ester